8,8'-((((1S,3R)-3-hydroxycyclohex-yl)methyl)azane-diyl)bis(N,N-didec-yloctanamide) O[C@H]1C[C@H](CCC1)CN(CCCCCCCC(=O)N(CCCCCCCCCC)CCCCCCCCCC)CCCCCCCC(=O)N(CCCCCCCCCC)CCCCCCCCCC